C(C)(C)(C)OOC(CC(C)O)(C)C 4-(tert-butylperoxy)-4-methyl-2-pentanol